(3S)-3-(4-fluoro-2',5,6'-trimethyl-[1,1'-biphenyl]-3-yl)-3-(2-(5-(2-(3-methoxyazetidin-1-yl)ethyl)-2-oxo-4-(trifluoromethyl)pyridin-1(2H)-yl)-4-methylpentanamido)propanoic acid FC1=C(C=C(C=C1C)C1=C(C=CC=C1C)C)[C@H](CC(=O)O)NC(C(CC(C)C)N1C(C=C(C(=C1)CCN1CC(C1)OC)C(F)(F)F)=O)=O